C(CCC)OC([C@H](CC1=CC=C(C=C1)[N+](=O)[O-])N)=O (S)-2-amino-3-(4-nitrophenyl)propionic acid butyl ester